ClC=1C=C2C=3C=C(C=CC3NC2=CC1)NC1=CC=C(C=C1)Cl 6-chloro-N-p-chlorophenyl-9H-carbazol-3-amine